N1N=NN=C1C1=C(C=CC=C1)N1CC2(CC1)CN(CCC2)C(CCCC)=O 1-(2-(2-(1H-Tetrazol-5-yl)phenyl)-2,7-diazaspiro[4.5]decan-7-yl)pentan-1-one